3,3-dimethylbromopropene CC(C=CBr)C